[2-(aminomethyl)-3,3-difluoro-allyl]-4-[3-methyl-5-[4-(morpholine-4-carbonyl)phenyl]-2-pyridinyl]-1,2,4-triazol-3-one trifluoroacetate salt FC(C(=O)O)(F)F.NCC(CC=1N(C(NN1)=O)C1=NC=C(C=C1C)C1=CC=C(C=C1)C(=O)N1CCOCC1)=C(F)F